COC([C@@H](N(CC)C1=NC(=NC(=C1[N+](=O)[O-])C)Cl)C)=O N-(2-chloro-6-methyl-5-nitropyrimidin-4-yl)-N-ethyl-L-alanine methyl ester